2-[BUTYL(2-HYDROXYETHYL)AMINO]ACETALDEHYDE C(CCC)N(CC=O)CCO